5-fluoro-3-hydroxy-2-methylbenzoic acid methyl ester COC(C1=C(C(=CC(=C1)F)O)C)=O